FC(=C1CCC(CC1)(C(F)(F)F)C1=CC=C2C(=N1)COCC2NC)F 2-(4-difluoromethylene-1-trifluoromethylcyclohexyl)-N-methyl-5,8-dihydro-6H-pyrano[3,4-b]pyridin-5-amine